[O-2].[Pr+3].[S+2] sulfur praseodymium oxide